(2r,5r)-2-(2-(4-bromophenyl)-5-(4-fluorophenyl)-2H-1,2,3-triazol-4-yl)-5-methyl-3-(2-(2-oxoindol-5-yl)ethyl)oxazolidin-4-one BrC1=CC=C(C=C1)N1N=C(C(=N1)[C@H]1O[C@@H](C(N1CCC1=CC2=CC(N=C2C=C1)=O)=O)C)C1=CC=C(C=C1)F